N=1N(N=CC1)C1=C(C=C(C=N1)NC(=O)C1=C(C=C(C=C1)C1=C(C=CC=C1)N(C)C)C)C(F)(F)F N-(6-(2H-1,2,3-triazol-2-yl)-5-(trifluoromethyl)pyridin-3-yl)-2'-(dimethylamino)-3-methyl-[1,1'-biphenyl]-4-carboxamide